4-((2-methoxy-5-(3,4,5-trimethoxystyryl)phenyl)amino)-4-oxobutanoic acid COC1=C(C=C(C=C1)C=CC1=CC(=C(C(=C1)OC)OC)OC)NC(CCC(=O)O)=O